4-amino-8-(4-methoxypyridin-3-yl)-2-oxo-N-propyl-1,2-dihydro-1,7-naphthyridine-3-carboxamide NC1=C(C(NC2=C(N=CC=C12)C=1C=NC=CC1OC)=O)C(=O)NCCC